C(C)(C)(C)N(C(O)=O)C1CCC(CC1)OC1=CC(=C(C=C1)C(NO)=O)Cl.CN1N=CC(=C1)C1=NC=CC(=C1)OC1=CC=C(N)C=C1 4-((2-(1-methyl-1H-pyrazol-4-yl)pyridin-4-yl)oxy)aniline tert-butyl-((1r,4r)-4-(3-chloro-4-(N-hydroxycarbamoyl)phenoxy)cyclohexyl)carbamate